Secondary octanol C(C)(CCCCCC)O